ClC1=NC2=CC=CC(=C2C(=N1)N(C1=CC=CC=C1)C)F 2-chloro-5-fluoro-N-methyl-N-Phenylquinazolin-4-amine